(5R)-3,3-difluoro-5-(3-methyl-2-oxopyrrolidin-1-yl)piperidine-1-carboxylic acid 5-chloropyridin-2-yl ester ClC=1C=CC(=NC1)OC(=O)N1CC(C[C@H](C1)N1C(C(CC1)C)=O)(F)F